1-[(4-Chlorophenyl)methyl]-2-(pyrrolidine-1-carbonyl)-1H-benzimidazole ClC1=CC=C(C=C1)CN1C(=NC2=C1C=CC=C2)C(=O)N2CCCC2